lysine diethylaminoethyl ester hydrochloride Cl.C(C)N(CC)CCOC([C@@H](N)CCCCN)=O